(R)-6-((5-chloropyridin-2-yl)methoxy)-N-(pyrrolidin-3-yl)pyridin-2-amine trifluoroacetic acid salt FC(C(=O)O)(F)F.ClC=1C=CC(=NC1)COC1=CC=CC(=N1)N[C@H]1CNCC1